2-(chloromethyl-d2)imidazo[1,2-a]Pyridine hydrochloride Cl.ClC(C=1N=C2N(C=CC=C2)C1)([2H])[2H]